OC[C@H](C1=CC=C(C=C1)O)NC(OC(C)(C)C)=O tert-butyl (S)-(2-hydroxy-1-(4-hydroxyphenyl)ethyl)carbamate